2-((2-(2,6-dioxopiperidin-3-yl)-1-oxoisoindolin-4-yl)thio)acetic acid O=C1NC(CCC1N1C(C2=CC=CC(=C2C1)SCC(=O)O)=O)=O